ClC1=CC=C(C=C1)C(N1CC(N(CC1)CC=1C=C(C=CC1C(F)(F)F)N1CCN(CCC1)C)C)C1=CC=C(C=C1)Cl 1-(3-((4-(bis(4-chlorophenyl)methyl)-2-methylpiperazin-1-yl)methyl)-4-(trifluoromethyl)phenyl)-4-methyl-1,4-diazepane